N[C@@H]([C@@H](C)CC)C(=O)O.C(CCCCCCC)N1CN(C=C1)C 1-octyl-3-methylimidazole-L-isoleucine salt